C(=O)(OCC1C2=CC=CC=C2C2=CC=CC=C12)C(COCCOC(C(=O)O)(OCCOCCN)C(C)=O)N {(Fmoc-amino-ethoxy)-ethoxy}-acetyl-{(amino-ethoxy)-ethoxy}-acetic acid